4-(trifluoromethyl)-2-(6-(((1S,3S)-3-((6-(trifluoromethyl)-1,2,4-triazin-3-yl)amino)cyclopentyl)amino)pyridin-3-yl)isoindolin-1-one FC(C1=C2CN(C(C2=CC=C1)=O)C=1C=NC(=CC1)N[C@@H]1C[C@H](CC1)NC=1N=NC(=CN1)C(F)(F)F)(F)F